COC1=C(C=CC(=C1)C(F)(F)F)C(=NC)SC methyl 2-methoxy-N-methyl-4-(trifluoromethyl)benzene-carboximidothioate